P(O)(=O)(OP(=O)(O)OP(=O)(O)O)OC[C@@H]1[C@H](C[C@@H](O1)N1C(=O)NC(=O)C(=C1)CC=CN)O 5-[3-aminoallyl]-2'-deoxyuridine-5'-triphosphate